NC1=NC=2C=C(C(=CC2C=2N1N=C(N2)[C@H]2CN(CCS2(=O)=O)C=2C=NN(C2C)CC(C)(C)O)F)OC |o1:14| (R or S)-2-(5-amino-9-fluoro-8-methoxy-[1,2,4]triazolo[1,5-c]quinazolin-2-yl)-4-(1-(2-hydroxy-2-methylpropyl)-5-methyl-1H-pyrazol-4-yl)thiomorpholine 1,1-dioxide